3-(3-(but-3-yne-1-yl)-3H-naphthyridin-3-yl)propionic acid C(CC#C)C1(CN=C2N=CC=CC2=C1)CCC(=O)O